C(C)(C)(C)OC(=O)N1C(CCC(C1)C)C1=CC(=CC=C1)C1CCN(CC1)C.C(=O)C1CCN(CC1)C1=CC=C(N=N1)C(=O)NC1CCC(CC1)OC1=CC(=C(C=C1)C#N)Cl 6-(4-formylpiperidin-1-yl)-N-[(1r,4r)-4-(3-chloro-4-cyanophenoxy)cyclohexyl]Pyridazine-3-carboxamide tert-butyl-5-methyl-2-(3-(1-methylpiperidin-4-yl)phenyl)piperidine-1-carboxylate